N1NC=CC1=O 1,2-dihydropyrazol-5-one